C(#C)C1=NC=CN=C1 2-ethynylpyrazine